2,4-dimethylsulfonyloxybutanal CS(=O)(=O)OC(C=O)CCOS(=O)(=O)C